((3-(Isoxazole-3-carboxamido)-5-(trifluoromethyl)-phenyl)carbamoyl)(3-(pyridin-2-ylmethyl)-1,2,3-oxadiazol-3-ium-5-yl)amide O1N=C(C=C1)C(=O)NC=1C=C(C=C(C1)C(F)(F)F)NC(=O)[N-]C1=C[N+](=NO1)CC1=NC=CC=C1